N(=O)N1[C@@H](CCC1)C(=O)O N-nitroso-proline